3-(1H-IMIDAZOL-4-YL)-PROPIONALDEHYDE N1C=NC(=C1)CCC=O